5'-(4-fluorophenyl)-N-(4-(4-(2-hydroxyethyl)piperazin-1-yl)phenyl)-3'-isopropyl-1H,3'H-[2,4'-biimidazole]-4-carboxamide FC1=CC=C(C=C1)C1=C(N(C=N1)C(C)C)C=1NC=C(N1)C(=O)NC1=CC=C(C=C1)N1CCN(CC1)CCO